3-iodo-N-(5-phenylisoxazol-3-yl)benzenesulfonamide IC=1C=C(C=CC1)S(=O)(=O)NC1=NOC(=C1)C1=CC=CC=C1